FC1(C[C@@H](N(C1)C(=O)C=1N=C(SC1)C(=O)N[C@@H](C)C(C)(C)O)C)F 4-((S)-4,4-difluoro-2-methylpyrrolidine-1-carbonyl)-N-((S)-3-Hydroxy-3-methylbut-2-yl)thiazole-2-carboxamide